dimethylsilyl-bis-(tetrahydroindenyl)zirconium dichloride [Cl-].[Cl-].C[SiH](C)[Zr+2](C1CCC2CC=CC=C12)C1CCC2CC=CC=C12